6-(1-acetyl-4-fluoropiperidin-4-yl)-4-{[(1R)-1-[3-(difluoromethyl)-2-fluorophenyl]prop-2-yn-1-yl]amino}-8-methyl-7H,8H-pyrido[2,3-d]pyrimidin-7-one C(C)(=O)N1CCC(CC1)(F)C1=CC2=C(N=CN=C2N[C@H](C#C)C2=C(C(=CC=C2)C(F)F)F)N(C1=O)C